COC(=O)C1=NC=CC=C1\C=C\OCC 3-[(E)-2-ethoxyvinyl]pyridine-2-carboxylic acid methyl ester